methyl-pyrrolidine-1-carboxylic acid tert-butyl ester C(C)(C)(C)OC(=O)N1C(CCC1)C